2-(4-(5-Chloro-2-(4-chloro-1H-1,2,3-triazol-1-yl)phenyl)-2,5-dioxapiperazin-1-yl)-4-isopropoxybutyric acid ClC=1C=CC(=C(C1)N1CON(CO1)C(C(=O)O)CCOC(C)C)N1N=NC(=C1)Cl